N-(3-ethyl-ketophenyl)-6,7-bis(2-methoxyethoxy)-4-quinolinamine C(C)C=1C(C(C=CC1)NC1=CC=NC2=CC(=C(C=C12)OCCOC)OCCOC)=O